6-bromo-N'-[4-[tert-butyl-(dimethyl)silyl]oxy-2-ethyl-phenyl]-4-chloro-pyrrolo[1,2-b]pyridazine-3-carboxamidine BrC=1C=C2N(N=CC(=C2Cl)C(=NC2=C(C=C(C=C2)O[Si](C)(C)C(C)(C)C)CC)N)C1